5-(quinazolin-6-yl)-N-(cis-4-(trifluoromethoxy)cyclohexyl)-7H-pyrrolo[2,3-d]pyrimidin-2-amine N1=CN=CC2=CC(=CC=C12)C1=CNC=2N=C(N=CC21)N[C@@H]2CC[C@@H](CC2)OC(F)(F)F